1-(4-Chlorophenyl)-3-cyclohexylthiourea ClC1=CC=C(C=C1)NC(=S)NC1CCCCC1